1-(2-chloro-4-methylpyrimidin-5-yl)ethan-1-ol Ethyl-(4-cyclobutyl-3-cyclohexyl-1-methyl-1H-pyrazol-5-yl)carbamate C(C)N(C(=O)OC(C)C=1C(=NC(=NC1)Cl)C)C1=C(C(=NN1C)C1CCCCC1)C1CCC1